(S)-N-((4-carbamimidoylthiophen-2-yl)methyl)-1-(3-(1-(4-phenoxyphenyl)cyclopropyl)propanoyl)pyrrolidine-2-carboxamide C(N)(=N)C=1C=C(SC1)CNC(=O)[C@H]1N(CCC1)C(CCC1(CC1)C1=CC=C(C=C1)OC1=CC=CC=C1)=O